COC1=CC=C(C=C1)NN N-(4-methoxyphenyl)hydrazine